(R)-3-(isoquinolin-4-yl)-2-oxo-1-phenylimidazolidine-4-carbonitrile C1=NC=C(C2=CC=CC=C12)N1C(N(C[C@@H]1C#N)C1=CC=CC=C1)=O